ClC1=CC=C(C=C1)C(C[N+](=O)[O-])=O 1-(4-chlorophenyl)-2-nitroethanone